iron sodium dihydroporphin C12CC=C(N1)C=C1C=CC(=N1)C=C1C=CC(N1)=CC=1C=CC(N1)=C2.[Na].[Fe]